N1=CN=C(C=C1)N1CCN(CC1)C1=NC=NC2=CC=C(C=C12)C1=CC(=NC=C1)N 4-(4-(4-(pyrimidin-4-yl)piperazin-1-yl)quinazolin-6-yl)pyridin-2-amine